C(C1=CC=CC=C1)C=1SC=C(N1)C(=O)NC1C(N(C2=C(OC1)C=CC=C2)C)=O 2-benzyl-N-(5-methyl-4-oxo-2,3,4,5-tetrahydrobenzo[b][1,4]oxazepin-3-yl)thiazole-4-carboxamide